C(#C)C=1SC=C(N1)NC(=O)N1CCN(CC1)C1=CC=C(C=C1)C1=CC(=CC=C1)N1CC(CC1)O N-(2-Ethynylthiazol-4-yl)-4-(3'-(3-hydroxypyrrolidin-1-yl)-[1,1'-biphenyl]-4-yl)-piperazine-1-carboxamide